N[C@@]1(OC[C@H](CC1)O)C(=O)N1[C@H](C2=CC=CC=C2CC1)C1=CC=C(C=C1)F ((2S,4R,5S)-amino-5-hydroxytetrahydro-2H-pyran-2-yl)((S)-1-(4-fluorophenyl)-3,4-dihydroisoquinolin-2(1H)-yl)methanone